(R)-3-(6-chloro-2-(methylsulfonyl)-1,2,3,4-tetrahydroisoquinolin-8-yl)morpholine-4-carboxylic acid tertiary Butyl ester C(C)(C)(C)OC(=O)N1[C@@H](COCC1)C=1C=C(C=C2CCN(CC12)S(=O)(=O)C)Cl